[Si](C)(C)(C(C)(C)C)OC1CC(C1)N1C=NC=C1C(F)(F)F 1-((1r,3r)-3-((tert-butyldimethylsilyl)oxy)cyclobutyl)-5-(trifluoromethyl)-1H-imidazole